C(C)N(CCCN)CCCCCCCCCCCCCCCCCC N-ethyl-N-octadecyl-1,3-diaminopropane